sodium (S)-3-(3-(2-chlorophenoxy)phenyl)-3-(3-(1-methyl-4-oxido-2-oxo-1,2-dihydropyridin-3-yl)ureido)propanoate ClC1=C(OC=2C=C(C=CC2)[C@H](CC(=O)[O-])NC(=O)NC=2C(N(C=CC2[O-])C)=O)C=CC=C1.[Na+].[Na+]